ClC1=CC=C(CNC(=O)C2=NN(C=3C(N(CCC32)CC3(CC3)S(NC(CO)(C)C)(=O)=O)=O)C)C=C1 N-(4-Chlorobenzyl)-6-((1-(N-(1-hydroxy-2-methylpropan-2-yl)sulfamoyl)cyclopropyl)methyl)-1-methyl-7-oxo-4,5,6,7-tetrahydro-1H-pyrazolo[3,4-c]pyridine-3-carboxamide